CC=1C=NC(=NC1)NC(C1=C(C=C(C=C1)S(=O)(=O)C)N1CCC2(CC2)CC1)=O N-(5-methylpyrimidin-2-yl)-4-(methylsulfonyl)-2-(6-azaspiro[2.5]octan-6-yl)benzamide